N-(4-(tert-butyl)phenyl)-2-((2-methoxyethyl)(methyl)amino)acetamide CARBON CARBON [C].[C].C(C)(C)(C)C1=CC=C(C=C1)NC(CN(C)CCOC)=O